C(C)(CC)NC1=NC=C2N=C(N(C2=N1)C1CCC(CC1)C(=O)N)NC1=C(C(=CC=C1F)Cl)F (1R,4s)-4-(2-(sec-butylamino)-8-(3-chloro-2,6-difluorophenylamino)-9H-purin-9-yl)cyclohexanecarboxamide